C(C)N(C)\C=N\C1=C(C(=C(C(=O)OCC2=CC(=CC=C2)C(F)(F)F)C=C1)C)C 3-(trifluoromethyl)benzyl (E)-4-(((ethyl(methyl)amino)methylene)amino)-2,3-dimethylbenzoate